FC1=C2CC(CC2=CC(=C1)OC1COC1)CNCCC1CN(C(O1)=O)C1=NC2=C(OCC(N2)=O)N=C1 6-[5-[2-[[4-fluoro-6-(oxetan-3-yloxy)-2,3-dihydro-1H-inden-2-yl]methylamino]ethyl]-2-oxo-1,3-oxazolidin-3-yl]-4H-pyrazino[2,3-b][1,4]oxazin-3-one